CN1N=C(C=C1)CNC([O-])=O [(1-methylpyrazol-3-yl)methyl]carbamate